O[C@@H]1[C@H](C2=CC=CC=C2C1)NC1=NC(=NC=C1C(=O)OCC)NC1=CC(=C(C=C1)S(=O)(=O)C)C ethyl 4-[[(1S,2S)-2-hydroxyindan-1-yl]amino]-2-(3-methyl-4-methylsulfonyl-anilino)pyrimidine-5-carboxylate